O1C(CCCC1)N1N=C(C=C1)CC#N 2-(1-tetrahydropyran-2-ylpyrazol-3-yl)acetonitrile